3-(6-fluoro-5-(((5-methoxy-4-((4-(1-methyl-1H-indol-3-yl)pyrimidin-2-yl)amino)-2-Nitrophenyl)amino)methyl)-1-oxoisoindolin-2-yl)piperidine-2,6-dione FC1=C(C=C2CN(C(C2=C1)=O)C1C(NC(CC1)=O)=O)CNC1=C(C=C(C(=C1)OC)NC1=NC=CC(=N1)C1=CN(C2=CC=CC=C12)C)[N+](=O)[O-]